CN1C(C(=C(C2=CC=CC=C12)N1CCC(CC1)OC1=CC=C(C=C1)N1CCOCC1)C#N)=O 1-methyl-4-{4-[4-(morpholin-4-yl)phenoxy]piperidin-1-yl}-2-oxo-1,2-dihydroquinoline-3-carbonitrile